18-Hydroxy-hexacosanoic acid OC(CCCCCCCCCCCCCCCCC(=O)O)CCCCCCCC